[6-(5-cyclopropyl-4H-1,2,4-triazol-3-yl)-2-azaspiro[3.3]heptan-2-yl]-[4-[[5-(trifluoromethyl)pyrazin-2-yl]amino]cuban-1-yl]methanone C1(CC1)C=1NC(=NN1)C1CC2(CN(C2)C(=O)C23C4C5C6(C4C2C6C35)NC3=NC=C(N=C3)C(F)(F)F)C1